F[B-](F)(F)F.N1(N=NC2=C1C=CC=C2)OC(=[N+](C)C)N(C)C 2-(1H-benzo(d)(1,2,3)triazol-1-yl)-1,1,3,3-tetramethyluronium tetrafluoroborate